[(5-bromopentyl)amino]methanoic acid-2-methylpropan-2-yl ester CC(C)(C)OC(=O)NCCCCCBr